20-acetoxyicosa-9,11-diynyl acetate C(C)(=O)OCCCCCCCCC#CC#CCCCCCCCCOC(C)=O